FC=1C=C(C=NC1)C=1SC(=C(N1)C)NC(OC(C)(C)C)=O tert-butyl (2-(5-fluoropyridin-3-yl)-4-methylthiazol-5-yl)carbamate